3-(4-bromophenyl)-3-oxopropionitrile BrC1=CC=C(C=C1)C(CC#N)=O